(R)-3-((3-amino-4-methoxybenzo[d]isoxazol-6-yl)methoxy)pyrrolidine-1-carboxylic acid tert-butyl ester C(C)(C)(C)OC(=O)N1C[C@@H](CC1)OCC1=CC2=C(C(=NO2)N)C(=C1)OC